(3S)-1-[(2S,3S)-3-(4-bromo-1,3-thiazol-2-yl)-2-[(tert-butoxycarbonyl)amino]-3-ethoxypropanoyl]-1,2-diazinane-3-carboxylic acid BrC=1N=C(SC1)[C@H]([C@@H](C(=O)N1N[C@@H](CCC1)C(=O)O)NC(=O)OC(C)(C)C)OCC